C(C)(C)(C)OC(=O)NCCCCCC1=NC=CC(=C1)N(C(OC(C)(C)C)=O)C1=CC(=NN1C(C)(C)C)[C@@H]1C[C@@H](CC1)O tert-butyl (2-(5-((tert-butoxycarbonyl)amino)pentyl)pyridin-4-yl)(1-(tert-butyl)-3-((1S,3R)-3-hydroxycyclopentyl)-1H-pyrazol-5-yl)carbamate